2-(benzyloxy)-1-(dimethylamino)-4,4-dimethylpent-1-en-3-one C(C1=CC=CC=C1)OC(=CN(C)C)C(C(C)(C)C)=O